C(=O)O.ClC=1C=CC(=C(C1)[C@@H]1[C@H](C1)C(=O)NC1=NC=NC(=C1)NCC=1N=C2N(C=C(C=C2)C2CC2)C1)C#N |r| rac-(1S*,2S*)-2-(5-chloro-2-cyanophenyl)-N-(6-(((6-cyclopropylimidazo[1,2-a]pyridin-2-yl)methyl)amino)pyrimidin-4-yl)cyclopropane-1-carboxamide, formic acid salt